1,2,4,5-tetrakis[(4-carboxy)phenoxymethyl]benzene C(=O)(O)C1=CC=C(OCC2=C(C=C(C(=C2)COC2=CC=C(C=C2)C(=O)O)COC2=CC=C(C=C2)C(=O)O)COC2=CC=C(C=C2)C(=O)O)C=C1